N-[(R)-1-(3,3-difluorocyclobutyl)ethyl]-4-{(S)-1,7-diaza-7-spiro[4.4]nonyl}-5-(3,5-difluorophenyl)-2-oxo-1,2-dihydronicotinamide FC1(CC(C1)[C@@H](C)NC(C=1C(NC=C(C1N1C[C@]2(CCCN2)CC1)C1=CC(=CC(=C1)F)F)=O)=O)F